(4-cyclopropyl-3-nitrophenyl)-4-methylpiperazine C1(CC1)C1=C(C=C(C=C1)N1CCN(CC1)C)[N+](=O)[O-]